(R)-N-((7-(1-Hydroxyethyl)-1-methyl-4-(4-(trifluoromethoxy)phenyl)-1H-benzo[d]imidazol-6-yl)methyl)acrylamide O[C@H](C)C1=C(C=C(C2=C1N(C=N2)C)C2=CC=C(C=C2)OC(F)(F)F)CNC(C=C)=O